C(C(=C)C)(=O)NCC[Si](OCC)(OCC)OCC 2-methacrylamidoethyltriethoxysilane